(R)-6-fluoro-1-(2-fluoro-4-((4-methoxy-benzyl)oxy)phenyl)-4-oxo-7-(2-((pyrimidin-2-yloxy)methyl)pyrrolidin-1-yl)-1,4-dihydro-quinoline-3-carboxylic acid FC=1C=C2C(C(=CN(C2=CC1N1[C@H](CCC1)COC1=NC=CC=N1)C1=C(C=C(C=C1)OCC1=CC=C(C=C1)OC)F)C(=O)O)=O